ClC1=CC=C2C(=N1)/C(/OC2=O)=C/N(C)C (Z)-2-chloro-7-((dimethylamino)methylene)furo[3,4-b]pyridin-5(7H)-one